(4-(piperazin-1-yl)phenyl)pyrimidine-2,4-diamine N1(CCNCC1)C1=CC=C(C=C1)C=1C(=NC(=NC1)N)N